N-hydroxypropyl-trimethylammonium OCCC[N+](C)(C)C